chromane-4-one O1CCC(C2=CC=CC=C12)=O